BrC=1C=C2C=NN=CC2=CC1 6-bromophthalazine